ClC1=C(COC2=CC=C(OCCOCCNC3CCCC3)C=C2)C=CC(=C1)Cl N-(2-(2-(4-(2,4-dichlorobenzyloxy)phenoxy)ethoxy)ethyl)cyclopentylamine